(2S,6S)-4-[8-(2,6-difluorophenyl)-5-fluoro-2,3,7,9,12-pentazatricyclo[8.4.0.02,6]tetradeca-1(10),3,5,7,11,13-hexaen-13-yl]-2,6-dimethyl-morpholine FC1=C(C(=CC=C1)F)C1=NC2=C(C=NN2C=2C=C(N=CC2N1)N1C[C@@H](O[C@H](C1)C)C)F